3',3''-dimethyl-2,2':5',2''-terthiophen CC1=C(SC(=C1)C=1SC=CC1C)C=1SC=CC1